5-(2-(1H-indol-3-yl)ethyl)-2-propyl-6-((tetrahydro-2H-pyran-4-yl)methyl)-5,6,7,8-tetrahydro-[1,3]dioxazolo[4,5-g]isoquinoline N1C=C(C2=CC=CC=C12)CCC1N(CCC=2C=C3C(=CC12)ON(O3)CCC)CC3CCOCC3